1-(4-Methoxybenzyl)-3-(6-(5-phenyl-1,3,4-oxadiazol-2-yl)spiro[3.3]heptan-2-yl)urea COC1=CC=C(CNC(=O)NC2CC3(C2)CC(C3)C=3OC(=NN3)C3=CC=CC=C3)C=C1